2-(4-acetamidopyridin-2-yl)pyrazolo[5,1-b]Thiazole-7-carboxamide C(C)(=O)NC1=CC(=NC=C1)C1=CN2C(S1)=C(C=N2)C(=O)N